(2-(4-(aminomethyl)phenyl)-4-(trifluoromethyl)-1H-imidazol-1-yl)azetidine-1-carboxylic acid tert-butyl ester C(C)(C)(C)OC(=O)N1C(CC1)N1C(=NC(=C1)C(F)(F)F)C1=CC=C(C=C1)CN